phenyl-[1,1':3',1''-terphenyl] C1(=CC=CC=C1)C1=C(C=CC=C1)C1=CC(=CC=C1)C1=CC=CC=C1